O1CCC(CC1)C(C)C1(C(N=CN=C1N)N)N 5-(1-(tetrahydro-2H-pyran-4-yl)ethyl)pyrimidine-4,5,6-triamine